(4-(((6-(4-chlorophenyl)-2-(pyridin-3-yl)pyrimidin-4-yl)amino)methyl)piperidin-1-yl)ethan-1-one ClC1=CC=C(C=C1)C1=CC(=NC(=N1)C=1C=NC=CC1)NCC1CCN(CC1)C(C)=O